(1R,2S)-2-[3-({4-[2-(1H-imidazol-1-yl)ethoxy]-2,6-dimethylbenzoyl}amino)-4-(trifluoromethyl)Phenyl]cyclopropanecarboxylic acid N1(C=NC=C1)CCOC1=CC(=C(C(=O)NC=2C=C(C=CC2C(F)(F)F)[C@@H]2[C@@H](C2)C(=O)O)C(=C1)C)C